[Si](=O)=O silanedione